NC1=CC=C(C=2C(C3=C(C=CC(=C3C(C12)=O)O)NC1=C(C=C(C=C1)Br)Br)=O)O 1-amino-5-[(2,4-dibromophenyl)amino]-4,8-dihydroxyanthraquinone